C1(CC1)C#CC1=NC=CC=C1C=O (Cyclopropylethynyl)pyridine-3-carbaldehyde